N[C@@H]1CN(CC1)S(=O)(=O)NC(=O)C=1C(=NC(=CC1)C1=CC=C(C=C1)OC(C)C)N1C(C[C@@H](C1)C)(C)C N-[(3S)-3-Aminopyrrolidin-1-yl]sulfonyl-6-(4-isopropoxyphenyl)-2-[(4S)-2,2,4-trimethylpyrrolidin-1-yl]pyridin-3-carboxamid